C(C(=O)O)(=O)O.C[Sn](C)(C)C tetramethyltin oxalate